CC1(NC=2C=CC=C(C2NC1=O)C(=O)OC)C methyl 2,2-dimethyl-3-oxo-1,2,3,4-tetrahydroquinoxaline-5-carboxylate